(3R,4R)-1-(cyanoacetyl)-4-methoxypyrrolidin C(#N)CC(=O)N1CC[C@H](C1)OC